2-hydroxy-2-(6-methoxynaphthalen-2-yl)acetonitrile OC(C#N)C1=CC2=CC=C(C=C2C=C1)OC